[4-[2-(4-methylpiperazin-1-yl)-5H-pyrrolo[2,3-b]pyrazin-7-yl]-1-piperidyl]-[4-(trifluoromethoxy)phenyl]methanone CN1CCN(CC1)C=1N=C2C(=NC1)NC=C2C2CCN(CC2)C(=O)C2=CC=C(C=C2)OC(F)(F)F